(6S,6aS,9aR,Z)-6,8,8-trimethyl-6,6a,7,8,9,9a-hexahydroazuleno[5,4-c]furan-3,5(1H,4H)-dione C[C@@H]1C(CC=2C(OCC2[C@@H]2CC(C[C@H]12)(C)C)=O)=O